tri(diethylamino)boron C(C)N(CC)B(N(CC)CC)N(CC)CC